C(CCCCCCCCCC)(=O)O[C@@H]1[C@](O[C@H](C1)N1C2=NC(=NC(=C2N=C1)N)F)(COC(CCCCCCCCCC)=O)C#C (2R,3S,5R)-5-(6-amino-2-fluoro-9H-purin-9-yl)-2-ethynyl-2-((undecanoyloxy)methyl)tetra-hydrofuran-3-yl undecanoate